ClC1=NC=C2NC(N(C2=N1)C1C2(CCC(C1)CC2)C#N)=O (2-chloro-8-oxo-7,8-dihydro-9H-purin-9-yl)bicyclo[2.2.2]octane-1-carbonitrile